C1COCCC12CCC(CC2)N2C[C@@H]1[C@H](C2)CC(C1)NC=1N=NC(=CC1)C1=C(C(=CC(=C1)F)F)F (3aR,5s,6aS)-2-(3-oxaspiro[5.5]undecan-9-yl)-N-(6-(2,3,5-trifluorophenyl)pyridazin-3-yl)octahydrocyclopenta[c]pyrrol-5-amine